(2-((tert-butoxycarbonyl)oxy)-4-(4,4,5,5-tetramethyl-1,3,2-dioxaborolane-2-yl)phenyl)carbamate C(C)(C)(C)OC(=O)OC1=C(C=CC(=C1)B1OC(C(O1)(C)C)(C)C)NC([O-])=O